NC1=NC=C(C2=C1C(=NN2[C@@H]2CN(CC2)C(=O)OC(C)(C)C)C#CC2=CC1=C(N(C=N1)C)C=C2F)C2=NN(C=C2)C Tert-butyl (3S)-3-[4-amino-3-[2-(6-fluoro-1-methyl-benzo[d]imidazol-5-yl)ethynyl]-7-(1-methylpyrazol-3-yl)pyrazolo[4,3-c]pyridin-1-yl]pyrrolidine-1-carboxylate